C1(=CC=CC2=CC=CC=C12)C1=CC=C(N)C=C1 4-(Naphthalen-1-yl)aniline